OC1=CC=C2C=CC=C(C2=C1)C=O 7-hydroxy-1-naphthaldehyde